diethyl (4-(4,4,5,5-tetramethyl-1,3,2-dioxaborolan-2-yl)phenyl)phosphonate CC1(OB(OC1(C)C)C1=CC=C(C=C1)P(OCC)(OCC)=O)C